5-bromo-1-((2R,5S)-5-((trityloxy)methyl)-2,5-dihydrofuran-2-yl)pyrimidine-2,4(1H,3H)-dione BrC=1C(NC(N(C1)[C@@H]1O[C@@H](C=C1)COC(C1=CC=CC=C1)(C1=CC=CC=C1)C1=CC=CC=C1)=O)=O